C1(=CC=CC=2C3=CC=CC=C3C=CC12)C=1C(=C(C2=CC=CC=C2C1)C1=C(C=CC=C1)C1=CC=CC=C1)[Si](C)(C)C (phenanthrenyl(trimethylsilylnaphthalenyl))biphenyl